C(C1=CC=CC=C1)OCC1(CC1)N1C=C2C(=NN(C(C2=CC1=O)=O)C)Cl 6-(1-((benzyloxy)methyl)cyclopropyl)-4-chloro-2-methylpyrido[3,4-d]pyridazine-1,7(2H,6H)-dione